O=C1NC(CC[C@@H]1C1=CC=C(C=C1)N1CCC(CC1)CCN1[C@H](CCC1)C(=O)NCC1(CCN(CC1)C1=CN=NC(=C1)C1=C(C=CC=C1)O)C1=CC=CC=C1)=O |&1:6| (R)-1-(2-(1-(4-((RS)-2,6-DIOXOPIPERIDIN-3-YL)PHENYL)PIPERIDIN-4-YL)ETHYL)-N-((1-(6-(2-HYDROXYPHENYL)PYRIDAZIN-4-YL)-4-PHENYLPIPERIDIN-4-YL)METHYL)PYRROLIDINE-2-CARBOXAMIDE